FC(C1=CC=C(C=C1)C1=CN=C(O1)NC=1C(=NC=CC1)C(=O)NN)(F)F ((5-(4-(trifluoromethyl)phenyl)oxazol-2-yl)amino)pyridinecarbohydrazide